BrC=1C=C2C(=NC1)N=C(O2)C=2C(=C(C=C(C2)F)NC(C2=C(C=C(C=C2)F)F)=O)C N-(3-(6-bromooxazolo[4,5-b]pyridin-2-yl)-5-fluoro-2-methylphenyl)-2,4-difluorobenzamide